NC1=NC=CC(=C1Cl)OC1=C(C=C(C=C1)C1=NN(C(=C1C(=O)N)C(F)(F)F)C1=NC=C(C=N1)O)F (4-((2-amino-3-chloropyridin-4-yl)oxy)-3-fluorophenyl)-1-(5-hydroxypyrimidin-2-yl)-5-(trifluoromethyl)-1H-pyrazole-4-carboxamide